dimethylnonafluorohexyl-chlorosilane C[Si](Cl)(C(C(C(CCC(F)(F)F)(F)F)(F)F)(F)F)C